tert-butyl 3-[2-[2-[2-[[3-(2,4-dioxohexahydropyrimidin-1-yl)-4-methoxy-benzoyl]amino]ethoxy]ethoxy]ethoxy]propanoate O=C1N(CCC(N1)=O)C=1C=C(C(=O)NCCOCCOCCOCCC(=O)OC(C)(C)C)C=CC1OC